FC1=C(C=C(C=C1)F)C(CC#C[Si](C(C)C)(C(C)C)C(C)C)N1C(C2=C(C=CC=C2C1)F)=O 2-(1-(2,5-Difluorophenyl)-4-(triisopropylsilyl)but-3-yn-1-yl)-7-fluoroisoindolin-1-one